BrC=1C=C2C(=C(C(N(C2=NC1)CC1=CC=C(C=C1)F)=O)C(=O)NC1CCC(CC1)C)C 6-bromo-1-(4-fluorobenzyl)-4-methyl-N-(4-methylcyclohexyl)-2-oxo-1,2-dihydro-1,8-naphthyridine-3-carboxamide